N-(3-methoxyphenyl)-DL-2,3-diaminopropionamide COC=1C=C(C=CC1)NC([C@@H](CN)N)=O |r|